C(C)OC(=O)C=1NC(C2=CC=CC=C2C1C1=CC=CC=C1)=P(=O)C1=C(C=CC=C1)OCC 1-(ethoxyphenyl)phosphoryl-4-phenylisoquinoline-3-carboxylic acid ethyl ester